N-((2-(1-((cis)-2,6-dimethylmorpholino)-5,6,7,8-tetrahydroisoquinolin-3-yl)-1,6-naphthyridin-7-yl)methyl)-4-methyl-3-(methylsulfonyl)benzamide C[C@@H]1O[C@@H](CN(C1)C1=NC(=CC=2CCCCC12)C1=NC2=CC(=NC=C2C=C1)CNC(C1=CC(=C(C=C1)C)S(=O)(=O)C)=O)C